di-n-butyl (1-ethylbenzylidene)malonate C(C)C1(C=C(C(=O)OCCCC)C(=O)OCCCC)CC=CC=C1